C1=CC(=CC=C1C(F)(F)F)N p-trifluoromethylAniline